N-[4-[(6,7-dimethoxy-1,5-naphthyridin-4-yl)oxy]-2-fluoro-5-methoxyphenyl]-5-(4-fluorophenyl)-1,6-dimethyl-4-oxopyridine-3-carboxamide COC=1N=C2C(=CC=NC2=CC1OC)OC1=CC(=C(C=C1OC)NC(=O)C1=CN(C(=C(C1=O)C1=CC=C(C=C1)F)C)C)F